C(C)C1(CCC1)N1CCN(CC1)C1=CC=2C(C=3NC=4C=C(C=CC4C3C(C2C=N1)=O)C(=O)N)(C)C 3-[4-(1-Ethyl-cyclobutyl)-piperazine-1-yl]5,5-dimethyl-11-oxo-6,11-dihydro-5H-pyrido[4,3-b]carbazole-8-carboxylic acid amide